C(C)C(C(=O)[O-])CCCC.[Sn+4].BrC=1C(=C(C=C(C1)F)C(C)=O)O.C(C)C(C(=O)[O-])CCCC.C(C)C(C(=O)[O-])CCCC.C(C)C(C(=O)[O-])CCCC 1-(3-bromo-5-fluoro-2-hydroxy-phenyl)ethanone tin 2-ethyl-hexanoate